2-[2-[6-(3-cyclopropyl-1,2,4-triazol-1-yl)-2-azaspiro[3.3]heptane-2-carbonyl]-2,6-diazaspiro[3.3]heptane-6-yl]-N-methyl-2-phenyl-acetamide C1(CC1)C1=NN(C=N1)C1CC2(CN(C2)C(=O)N2CC3(C2)CN(C3)C(C(=O)NC)C3=CC=CC=C3)C1